tris-trimethylsilyl phosphite tris-t-butyldimethylsilyl-phosphite [Si](C)(C)(C(C)(C)C)OP(O[Si](C)(C)C(C)(C)C)O[Si](C)(C)C(C)(C)C.P(O[Si](C)(C)C)(O[Si](C)(C)C)O[Si](C)(C)C